O=C1N(C(C2=CC=CC=C12)=O)CC(N)=S 2-(1,3-dioxoisoindol-2-yl)ethanethioamide